[Si](C)(C)(C(C)(C)C)O[C@@H]1[C@H]([C@H](N(C1)C(=O)OC(C)(C)C)CC1=CC=C(C=C1)[N+](=O)[O-])O tert-butyl (2R,3S,4S)-4-[(tert-butyldimethylsilyl)oxy]-3-hydroxy-2-[(4-nitrophenyl)methyl]pyrrolidine-1-carboxylate